ClC1=CC=C2C=C(NC2=C1Cl)/C=C/C(=O)OCC Ethyl (E)-3-(6,7-dichloro-1H-indol-2-yl)prop-2-enoate